CN1N=C2C(=N1)C=CC(=C2)C2=NN(C(=C2)C(F)(F)F)CC2=CC=C(C(=O)NO)C=C2 4-{[3-(2-methyl-2H-benzo[d][1,2,3]triazol-5-yl)-5-trifluoromethyl-1H-pyrazol-1-yl]methyl}-N-hydroxybenzoamide